(2S,5R)-5-(2-chlorophenyl)-1-(2-fluoro-4'-(methylsulfonylamino)-[1,1'-biphenyl]-4-carbonyl)pyrrolidine-2-carboxylic acid ClC1=C(C=CC=C1)[C@H]1CC[C@H](N1C(=O)C1=CC(=C(C=C1)C1=CC=C(C=C1)NS(=O)(=O)C)F)C(=O)O